trans-8-((4-(tert-Butyl)piperazin-1-yl)methyl)-3-((3,3-difluorocyclobutyl)amino)-5-(4-hydroxycyclohexyl)pyrimido[4,5-c]isoquinolin-6(5H)-one C(C)(C)(C)N1CCN(CC1)CC=1C=CC=2C3=C(N(C(C2C1)=O)[C@@H]1CC[C@H](CC1)O)N=C(N=C3)NC3CC(C3)(F)F